ClC=1C=CC(=C(C1)NC(C(=O)NC(C(=O)NC1=C(C(=O)O)C=CC=C1)CC1=CC=C(C=C1)C=1OC=CC1)=O)N1N=NN=C1 2-(2-(((5-chloro-2-(1H-tetrazol-1-yl)phenyl)amino)-2-oxoacetamido)-3-(4-(furan-2-yl)phenyl)propanamido)benzoic acid